(S)-2-methyl-N-[(1R)-2-methyl-1-(5-methyl-2-furyl)propyl]propane-2-sulfinamide CC(C)(C)[S@](=O)N[C@H](C(C)C)C=1OC(=CC1)C